C(CCC)C(C(C(=O)[O-])(O)CCCC)(O)C(=O)[O-] Dibutyltartrat